urethane-imine NC(OCC)=N